[N-](S(=O)(=O)C(F)(F)F)S(=O)(=O)C(F)(F)F.P(=S)([O-])([O-])O.C(C)[N+]1(CCCCC1)C.C(C)[N+]1(CCCCC1)C.C(C)[N+]1(CCCCC1)C tris(N-ethyl-N-methylpiperidinium) thiophosphate bis(trifluoromethylsulfonyl)imide salt